C(#C)C1=CC=C(C(=O)N2CCC(CC2)NC(OC(C)(C)C)=O)C=C1 tert-Butyl (1-(4-ethynylbenzoyl)piperidin-4-yl)carbamate